N-cyclopropyl-2-(difluoromethoxy)-6-methoxy-4-[7-(3-pyridylmethoxy)imidazo[1,2-a]pyridin-3-yl]benzamide C1(CC1)NC(C1=C(C=C(C=C1OC)C1=CN=C2N1C=CC(=C2)OCC=2C=NC=CC2)OC(F)F)=O